ethyl (S)-3-(benzyl((R)-1-phenylethyl)amino)-3-(3',5-dimethoxybiphenyl-3-yl)propanoate C(C1=CC=CC=C1)N([C@@H](CC(=O)OCC)C=1C=C(C=C(C1)OC)C1=CC(=CC=C1)OC)[C@H](C)C1=CC=CC=C1